tert-butyl N-(8-{[(3S,4R)-3-fluoro-1-methylpiperidin-4-yl]amino}-2-(3-{[2-methoxy-4-(methylcarbamoyl)phenyl]amino}prop-1-yn-1-yl)imidazo[1,2-a]pyridin-3-yl)carbamate F[C@H]1CN(CC[C@H]1NC=1C=2N(C=CC1)C(=C(N2)C#CCNC2=C(C=C(C=C2)C(NC)=O)OC)NC(OC(C)(C)C)=O)C